N=1N(N=NC1)[C@H](C)C=1C(=C(C(=C2C=NNC12)C=1N=CC=2N(C1)C=C(N2)NC(=O)C2C(C2)F)Cl)F N-(6-(7-((R)-1-(2H-tetrazol-2-yl)ethyl)-5-chloro-6-fluoro-1H-indazol-4-yl)imidazo[1,2-a]pyrazin-2-yl)-2-fluorocyclopropane-1-carboxamide